2-(4-(1-(4-(trifluoromethoxy)phenyl)-1H-1,2,4-triazol-3-yl)phenyl)ethan-1-ol FC(OC1=CC=C(C=C1)N1N=C(N=C1)C1=CC=C(C=C1)CCO)(F)F